NC1=C2N=C(N(C2=NC(=N1)OCCCC)CC1=CC=C(C=C1)C(NCCCOCCOCCOCCCNC(CCC(=O)O)=O)=O)O 1-(4-((6-amino-2-butoxy-8-hydroxy-9H-purin-9-yl)methyl)phenyl)-1,17-dioxo-6,9,12-trioxa-2,16-diazaicosan-20-oic acid